C[C@H]1CO[C@H](CN1C(=O)OC)C1=CC(=NC=2N1N=C(C2)[C@@H]2CC[C@H](CC2)C(F)(F)F)C methyl (2R,5S)-5-methyl-2-{5-methyl-2-[trans-4-(trifluoromethyl)cyclohexyl]pyrazolo[1,5-a]pyrimidin-7-yl}morpholine-4-carboxylate